Ethyl 2-(2,6-dimethyl-4-((5-oxo-4-(4-(trifluoromethyl) phenyl)-4,5-dihydro-1H-1,2,4-triazol-1-yl)methyl)phenoxy)-2-methylpropionate CC1=C(OC(C(=O)OCC)(C)C)C(=CC(=C1)CN1N=CN(C1=O)C1=CC=C(C=C1)C(F)(F)F)C